trimethylbenzene-formaldehyde CC1=C(C(=C(C=C1)C=O)C)C